4-(4-Ethoxy-2-fluorophenyl)-5-[4-[(3S)-1-(3-fluoropropyl)pyrrolidin-3-yl]oxyphenyl]-2,3-dihydro-1-benzoxepin-8-ol C(C)OC1=CC(=C(C=C1)C=1CCOC2=C(C1C1=CC=C(C=C1)O[C@@H]1CN(CC1)CCCF)C=CC(=C2)O)F